OC(CCl)CO 2,3-dihydroxypropyl chloride